CC1(C(=CCC1C)C)CC(=O)OCCCC n-butyl (1,2,5-trimethyl-2-cyclopentenyl)acetate